1-methyl-4-(6-(piperidin-4-yl)-9H-carbazol-2-yl)piperidin-2-one CN1C(CC(CC1)C1=CC=2NC3=CC=C(C=C3C2C=C1)C1CCNCC1)=O